tert-butyl (1S,4S)-5-(4-((3-chloro-4-(difluoromethoxy)-2-fluorophenyl)amino)pyrido[3,2-d]pyrimidin-6-yl)-2,5-diazabicyclo[2.2.1]heptane-2-carboxylate ClC=1C(=C(C=CC1OC(F)F)NC=1C2=C(N=CN1)C=CC(=N2)N2[C@@H]1CN([C@H](C2)C1)C(=O)OC(C)(C)C)F